ClC1=C(C=CC=C1)S(=O)(=O)NC 2-chloro-N-methylbenzene-sulfonamide